1-oxa-4,5-diazacycloheptane hydrobromide Br.O1CCNNCC1